C1(CCCC1)N1N=C(C=C(C1=O)N1CCOCC1)C1=NNC2=CC=C(C=C12)OC(C)C 2-cyclopentyl-6-(5-isopropoxy-1H-indazol-3-yl)-4-morpholino-pyridazin-3-one